tetra-(p-aminophenyl)porphyrin NC1=CC=C(C=C1)C1=C2C=CC(C(=C3C=CC(=C(C=4C=CC(=C(C5=CC=C1N5)C5=CC=C(C=C5)N)N4)C4=CC=C(C=C4)N)N3)C3=CC=C(C=C3)N)=N2